C(C)OC(C1=C(C=NC=C1)NC(C1=C(C=C(C(=C1)O)C(=O)OCC)O)=O)=O 3-(4-(ethoxycarbonyl)-2,5-dihydroxybenzoylamino)isonicotinic acid ethyl ester